2-(4-(1,3,4-thiadiazol-2-yl)piperidin-1-yl)-3-(6-fluoropyridin-3-yl)benzonitrile S1C(=NN=C1)C1CCN(CC1)C1=C(C#N)C=CC=C1C=1C=NC(=CC1)F